CN(C(SC1=CC(=C(C=C1)[N+](=O)[O-])F)=O)C S-(3-fluoro-4-nitrophenyl) dimethylthiocarbamate